3-{[2-(2-methyl-5-phenyl-1,3-thiazole-4-carbonyl)-2-azabicyclo[3.1.1]hept-3-yl]methoxy}isoquinoline CC=1SC(=C(N1)C(=O)N1C2CC(CC1COC=1N=CC3=CC=CC=C3C1)C2)C2=CC=CC=C2